C(C)OCCOC(C)=O.C(C)(=O)OCC ethyl acetate 2-ethoxyethyl-acetate